2,2-diethyl-3,3-dimethylbutyronitrile C(C)C(C#N)(C(C)(C)C)CC